(1R,4s)-4-(2-Fluoro-5-(((3S*,4R*)-4-((4-fluoro-3-(pentafluoro-λ6-sulfaneyl)phenyl)carbamoyl)tetrahydrofuran-3-yl)carbamoyl)-4-methoxyphenoxy)-1-methylcyclohexane-1-carboxylic Acid FC1=C(OC2CCC(CC2)(C(=O)O)C)C=C(C(=C1)OC)C(N[C@@H]1COC[C@@H]1C(NC1=CC(=C(C=C1)F)S(F)(F)(F)(F)F)=O)=O |o1:22,26|